(R)-1-tert-butyl 2-methyl 4-((S)-5-((2S,4R)-2-((4-ethynylbenzyl)carbamoyl)-4-hydroxypyrrolidin-1-yl)-3,3-dimethyl-5-oxo-4-((phenoxycarbonyl)amino)pentyl)piperazine-1,2-dicarboxylate C(#C)C1=CC=C(CNC(=O)[C@H]2N(C[C@@H](C2)O)C([C@H](C(CCN2C[C@@H](N(CC2)C(=O)OC(C)(C)C)C(=O)OC)(C)C)NC(=O)OC2=CC=CC=C2)=O)C=C1